3-Cyclopropyl-1-((2,2-difluorospiro[2.3]hexan-1-yl)methyl)-4-(trifluoromethyl)-1H-pyrazole-5-carboxylic acid C1(CC1)C1=NN(C(=C1C(F)(F)F)C(=O)O)CC1C(C12CCC2)(F)F